ClC1=NC=C(C(=N1)OC)C1=CC=NO1 5-(2-chloro-4-methoxypyrimidine-5-yl)isoxazole